1-[2-(2,6-dioxo-3-piperidinyl)-1,3-dioxo-isoindolin-5-yl]piperidine-4-carbaldehyde O=C1NC(CCC1N1C(C2=CC=C(C=C2C1=O)N1CCC(CC1)C=O)=O)=O